((1s,4s)-4-((2-((6-acetyl-8-cyclopentyl-5-methyl-7-oxo-7,8-dihydropyrido[2,3-d]pyrimidin-2-yl)amino)-7,8-dihydro-1,6-naphthyridin-6(5H)-yl)methyl)cyclohexyl)methyl methanesulfonate CS(=O)(=O)OCC1CCC(CC1)CN1CC=2C=CC(=NC2CC1)NC=1N=CC2=C(N1)N(C(C(=C2C)C(C)=O)=O)C2CCCC2